FC=1C=C2C(NN=C(C2=CC1F)[C@@H](C)N(C(C1=CC(=C(C=C1)C(F)(F)F)F)=O)C)=O |r| Racemic-N-(1-(6,7-difluoro-4-oxo-3,4-dihydrophthalazin-1-yl)ethyl)-3-fluoro-N-methyl-4-(trifluoromethyl)benzamide